4-[6-[(1S)-1-methoxyethyl]-5-(4,4,5,5-tetramethyl-1,3,2-dioxaborolan-2-yl)pyridin-3-yl]Piperazine-1-carboxylic acid tert-butyl ester C(C)(C)(C)OC(=O)N1CCN(CC1)C=1C=NC(=C(C1)B1OC(C(O1)(C)C)(C)C)[C@H](C)OC